C(C)(=O)N1\C(\C(C2=CC=CC=C12)=O)=C/C1=NC2=CC=C(C=C2C(=C1)NC(C)=O)C(=O)N1CCOCC1 (Z)-N-(2-((1-acetyl-3-oxoindolin-2-ylidene)-methyl)-6-(morpholine-4-carbonyl)-quinolin-4-yl)-acetamide